ClCC(=O)NC[C@]1(CN(C[C@@H]1OC1=CC(=C(C=C1)C#N)F)S(=O)(=O)C1=C(C=C(C=C1)Cl)C#N)O 2-chloro-N-(((3r,4s)-1-((4-chloro-2-cyanophenyl)sulfonyl)-4-(4-cyano-3-fluorophenoxy)-3-hydroxypyrrolidin-3-yl)methyl)acetamide